ClC1=C(C=C(C=C1)NC(=O)NCC1=CC=C2C=CN(C(C2=C1)=O)C1C(NC(CC1)=O)=O)C(F)(F)F 1-(4-chloro-3-(trifluoromethyl)phenyl)-3-((2-(2,6-dioxopiperidin-3-yl)-1-oxo-1,2-dihydroisoquinolin-7-yl)methyl)urea